FC=1C=C(C#N)C=C(C1)OC1=C2C=3[C@@](C(C(C3C=C1)(F)F)(F)F)([C@H]([C@@H]2F)F)O 3-fluoro-5-(((2aS,3R,4R)-1,1,2,2,3,4-hexafluoro-2a-hydroxy-2,2a,3,4-tetrahydro-1H-cyclopenta[cd]inden-5-yl)oxy)benzonitrile